9-methyl-2-(2-methyl-[1,2,4]triazolo[1,5-b]pyridazin-6-yl)-7-(2,7-diazaspiro[3.5]nonan-2-yl)-4H-pyrido[1,2-a]pyrimidin-4-one CC1=CC(=CN2C1=NC(=CC2=O)C=2C=CC=1N(N2)N=C(N1)C)N1CC2(C1)CCNCC2